COC(=O)[C@H]1CN([C@H](CC1)C)C(CC1=CC(=CC=C1)Br)=O.NC1=C(OCCCOC2=C(C=CC=C2)N)C=CC=C1 1,3-bis(2-aminophenoxy)propane methyl-(3R,6S)-1-(2-(3-bromophenyl)acetyl)-6-methylpiperidine-3-carboxylate